C(C)C=1C=C(C#N)C=CC1N1N=C(C=2C1=NC=CC2N2C=NC(=C2)C=2C=NN(C2)C)C(C)C 3-ethyl-4-{4-[4-(1-methyl-1H-pyrazol-4-yl)-1H-imidazol-1-yl]-3-(propan-2-yl)-1H-pyrazolo[3,4-b]pyridin-1-yl}benzonitrile